ClC1=CC2=C(C=N1)C1(CN2C2=CC(=NC(=N2)C(C)(F)F)C(C)(C)O)CC1 2-(6-(6'-chlorospiro[cyclopropane-1,3'-pyrrolo[3,2-c]pyridin]-1'(2'h)-yl)-2-(1,1-difluoroethyl)pyrimidin-4-yl)propan-2-ol